CO[C@H]1[C@@H](SC=2C(=NC=C(C2)Cl)C#N)O[C@@H]([C@@H]([C@@H]1N1N=NC(=C1)C=1SC=CN1)O)CO 5-chloro-2-cyanopyridin-3-yl 3-deoxy-2-O-methyl-3-[4-(2-thiazolyl)-1H-1,2,3-triazol-1-yl]-1-thio-alpha-D-galactopyranoside